COC(C1=C(C=C(C=C1\C=C\C1CCN(CC1)C(C1=CC=C(C=C1)Br)=O)OC)OC)=O (E)-2,4-dimethoxy-6-{2-[1-(4-bromobenzoyl)piperidin-4-yl]ethenyl}benzoic acid methyl ester